({3-fluorobicyclo[1.1.1]pentan-1-yl}methyl)({[2-({4-[5-(morpholin-4-yl)pyridin-3-yl]-1H-1,2,3-triazol-1-yl}methyl)imidazo[1,2-a]pyridin-6-yl]methyl})amine FC12CC(C1)(C2)CNCC=2C=CC=1N(C2)C=C(N1)CN1N=NC(=C1)C=1C=NC=C(C1)N1CCOCC1